ClC=1C=NN(C(C1)=O)[C@@H](C(=O)NC1=CC(=C(C=C1)C)S(N[C@H](C(F)(F)F)CC1=NC=CC=C1)(=O)=O)C (2R)-2-(4-chloro-6-oxo-pyridazin-1-yl)-N-[4-methyl-3-[[(1S)-2,2,2-trifluoro-1-(2-pyridylmethyl)ethyl]sulfamoyl]phenyl]propanamide